BrC=1C=NC=CC1C1(CN(C1)C(=O)OC(C)(C)C)F tert-butyl 3-(3-bromo-4-pyridyl)-3-fluoro-azetidine-1-carboxylate